C1=CC=CC=2C3=CC=CC=C3C(C12)COC(=O)N(CC(=O)O)CCCC1=CC=C(C=C1)OC 2-({[(9H-fluoren-9-yl)methoxy]carbonyl}[3-(4-methoxyphenyl)propyl]amino)acetic acid